FC(C1=NN=C(S1)N1C(N(C2=C1C=C(C=C2N2CCN(CC2)C(C(C)C)=O)S(=O)(=O)NC2(COC2)CF)CC)=O)F 3-[5-(difluoromethyl)-1,3,4-thiadiazol-2-yl]-1-ethyl-N-[3-(fluoromethyl)oxetan-3-yl]-7-[4-(2-methylpropanoyl)piperazin-1-yl]-2-oxo-1,3-benzodiazole-5-sulfonamide